C(C)OC(CC1=CC=CC=C1)OCC PHENYLACETALDEHYDE DIETHYLACETAL